3-[(5-chloro-1H-indol-2-yl)methyl]-1-methyl-1-{1-[2-(2H-1,2,3-triazol-2-yl)acetyl]piperidin-3-yl}urea ClC=1C=C2C=C(NC2=CC1)CNC(N(C1CN(CCC1)C(CN1N=CC=N1)=O)C)=O